N-benzylsulfonyl-4-[4-[4-(1-ethyl-5-hydroxypyridin-1-ium-3-yl)-3-fluorobenzoyl]piperazin-1-yl]benzamide C(C1=CC=CC=C1)S(=O)(=O)NC(C1=CC=C(C=C1)N1CCN(CC1)C(C1=CC(=C(C=C1)C=1C=[N+](C=C(C1)O)CC)F)=O)=O